[Cl-].C(C)(C)C1=C(C(=CC=C1)C(C)C)N1C=[N+](C=C1)C1=C(C=CC=C1C(C)C)C(C)C 1,3-bis(2,6-di-isopropylphenyl)imidazolium chloride